(R)-6-(5-((3-(4-chlorophenyl)-3-hydroxypropyl)carbamoyl)thiophen-3-yl)-N-isopropyl-1H-indazole-3-carboxamide ClC1=CC=C(C=C1)[C@@H](CCNC(=O)C1=CC(=CS1)C1=CC=C2C(=NNC2=C1)C(=O)NC(C)C)O